ethyl 2-(4,5-dimethyl-1,3-oxazol-2-yl)-2-methylpropionate CC=1N=C(OC1C)C(C(=O)OCC)(C)C